4-(4-((1R,5S)-3,8-Diazabicyclo[3.2.1]octan-3-yl)-2-((2-chloropyrrolo[2,1-b]thiazol-6-yl)methoxy)-8-fluoropyrido[4,3-d]pyrimidin-7-yl)-5,6-difluoronaphthalen-2-ol [C@H]12CN(C[C@H](CC1)N2)C=2C1=C(N=C(N2)OCC=2C=C3SC(=CN3C2)Cl)C(=C(N=C1)C1=CC(=CC2=CC=C(C(=C12)F)F)O)F